(E)-2-(3,3-difluorocyclobutane-1-carbonyl)-3-(dimethylamino)acrylate FC1(CC(C1)C(=O)/C(/C(=O)[O-])=C\N(C)C)F